NC1=C(SC=2N=C(N=C(C21)C)C)C(=O)NC2CC=1C=CC(=NC1CC2)N2CC(C(C2)OC(C)C(C)OC)N 5-amino-N-(2-{3-amino-4-[(3-methoxybutan-2-yl)oxy]pyrrolidin-1-yl}-5,6,7,8-tetrahydroquinolin-6-yl)-2,4-dimethylthieno[2,3-d]pyrimidine-6-carboxamide